(E)-1-(4-(6-chloro-8-fluoro-7-(2-fluoro-6-hydroxy-phenyl)quinazolin-4-yl)piperazin-1-yl)-4-(dimethyl-amino)but-2-en-1-one ClC=1C=C2C(=NC=NC2=C(C1C1=C(C=CC=C1O)F)F)N1CCN(CC1)C(\C=C\CN(C)C)=O